2-ethylbutyl(tert-butoxycarbonyl)-L-leucinate C(C)C(CN([C@@H](CC(C)C)C(=O)[O-])C(=O)OC(C)(C)C)CC